COC(C1CCN(CC1)C1=CC=C(C=C1)C1=CCCCC2=C1C=CC(=C2)C(=O)O)OC 5-[4-[4-(dimethoxymethyl)-1-piperidyl]phenyl]-8,9-dihydro-7H-benzo[7]annulene-2-carboxylic acid